C(CC(=O)Cl)(=O)Cl malonoyl dichloride